NCC=1SC=C(N1)C(=N)N 2-(aminomethyl)thiazole-4-carboxamidine